COC([C@H](C1CC2(CC2)C1)NC(=O)OC(C)(C)C)=O.C(C=C)#N acrylonitrile methyl-(2S)-2-(tert-butoxycarbonylamino)-2-spiro[2.3]hexan-5-yl-acetate